3-(dimethylsulfamoyl)-4-(hexylamino)benzoic acid CN(S(=O)(=O)C=1C=C(C(=O)O)C=CC1NCCCCCC)C